C(CCCCCCCCCCCCCCCCC)(=O)OC(C1=CC=CC=C1)C1=CC=CC=C1 1,1-diphenylmethyl octadecanoate